N1N=CC2=C(C=CC=C12)[C@H]1N(C[C@@H](CC1)C)C(C(=O)NC=1C=C(C(=NC1)NC(OC(C)(C)C)=O)C)=O tert-butyl N-[5-[[2-[(2S,5R)-2-(1H-indazol-4-yl)-5-methyl-1-piperidyl]-2-oxo-acetyl]amino]-3-methyl-2-pyridyl]carbamate